F[C@H]1[C@H]2C=C[C@@H](C[C@@H]1C(=C)C=1N=CC(=NC1)C=1C=C3C=CN=CC3=CC1O)N2 6-(5-(1-((1R,2R,3R,5R)-2-fluoro-8-azabicyclo[3.2.1]oct-6-en-3-yl)vinyl)pyrazin-2-yl)isoquinolin-7-ol